CS(=O)(=O)N1CCN(CC1)C1=CC=C(C=C1)C(C=CC1=CC=C(C=C1)C=CC(=O)O)=O 3-[4-[3-[4-(4-Methylsulfonylpiperazin-1-yl)phenyl]-3-oxoprop-1-enyl]phenyl]prop-2-enoic acid